(S)-N-(1-(6,7-difluoro-1-oxo-1,2-dihydroisoquinolin-4-yl)ethyl)-N-(3-hydroxypropyl)-1H-indole-2-carboxamide FC=1C=C2C(=CNC(C2=CC1F)=O)[C@H](C)N(C(=O)C=1NC2=CC=CC=C2C1)CCCO